N1=C(C=CC=C1)SSCCCO 3-(2-pyridyldithio)-1-propanol